C(C)OC(=O)[C@H]1CCC=2N1C=1N(C(C2N2CCN(CC2)C(=O)OC(C)(C)C)=O)N=C(N1)C=1CCOCC1 |r| rac-6-(4-(tert-butoxycarbonyl)piperazin-1-yl)-2-(3,6-dihydro-2H-pyran-4-yl)-5-oxo-5,7,8,9-tetrahydropyrrolo[1,2-c][1,2,4]triazolo[1,5-a]pyrimidine-9-carboxylic acid ethyl ester